ClC=1C=C(C#N)C(=CC1)Cl 3,6-dichlorobenzonitrile